[1,4]diazonine N1C=CN=CC=CC=C1